The molecule is an imidothiocarbamic ester, a member of indoles and a member of maleimides. It has a role as an EC 2.7.11.13 (protein kinase C) inhibitor. It derives from a maleimide. CN1C=C(C2=CC=CC=C21)C3=C(C(=O)NC3=O)C4=CN(C5=CC=CC=C54)CCCSC(=N)N